CN1CC(C1)NCCCC(=O)OC(CCCCCCCC\C=C/C\C=C/CCCCC)CCCCCCCC\C=C/C\C=C/CCCCC (6Z,9Z,28Z,31Z)-heptatriaconta-6,9,28,31-tetraen-19-yl 4-((1-methylazetidin-3-yl)amino)butanoate